N-((3r,5r)-5-methylpyrrolidin-3-yl)-5-(3-(trifluoromethoxy)phenyl)oxazole-2-carboxamide trifluoroacetate FC(C(=O)O)(F)F.C[C@@H]1C[C@H](CN1)NC(=O)C=1OC(=CN1)C1=CC(=CC=C1)OC(F)(F)F